4-nitro-benzene [N+](=O)([O-])C1=CC=CC=C1